ClC1=CC(=C(OCC2=NC=CC(=C2)OC2=CC(=C(C=C2F)CC(=O)OC(C)(C)C)F)C=C1)F tert-Butyl 2-(4-((2-((4-chloro-2-fluorophenoxy)methyl)pyridin-4-yl)oxy)-2,5-difluorophenyl)acetate